methyl 2-[1-(8-tert-butoxy-8-oxo-octyl)-6-[(1R)-1-tert-butoxycarbonylpyrrolidin-2-yl]pyrrolo[2,3-b]pyridin-2-yl]-7-methoxy-1-methyl-benzimidazole-5-carboxylate C(C)(C)(C)OC(CCCCCCCN1C(=CC=2C1=NC(=CC2)C2N(CCC2)C(=O)OC(C)(C)C)C2=NC1=C(N2C)C(=CC(=C1)C(=O)OC)OC)=O